FC(C=1C(=NC(=NC1)NC1=C(C=CC=C1)S(=O)(=O)N)C=1C=NN(C1)CC(C)(C)O)F ((5-(difluoromethyl)-4-(1-(2-hydroxy-2-methylpropyl)-1H-pyrazol-4-yl)pyrimidin-2-yl)amino)benzenesulfonamide